NC1=C(N=NC(=C1)C1=C(C=CC(=C1)Cl)F)SCCNC(OC(C)(C)C)=O tert-butyl N-(2-{[4-amino-6-(5-chloro-2-fluorophenyl)pyridazin-3-yl]sulfanyl}ethyl)carbamate